(+-)-2,3-dihydroxy-5,6-dimethoxy-2-{[1-(benzyl)-4-piperidinyl]methyl}-1H-inden-1-one hydrochloride Cl.OC1(C(C2=CC(=C(C=C2C1O)OC)OC)=O)CC1CCN(CC1)CC1=CC=CC=C1